tert-butyl 4-((3-(3-(2,4-dimethoxybenzyl)-2,4-dioxotetrahydropyrimidin-1(2H)-yl)pyrazolo[1,5-a]pyridin-5-yl)methyl)piperazine-1-carboxylate COC1=C(CN2C(N(CCC2=O)C=2C=NN3C2C=C(C=C3)CN3CCN(CC3)C(=O)OC(C)(C)C)=O)C=CC(=C1)OC